[N+](=O)([O-])C1=CC=C(C=C1)C=1NC2=C(N1)C=CC(=C2)C(=O)[O-] 2-(4-nitro-phenyl)-3H-benzimidazole-5-carboxylate